N-[(3S)-2,6-dioxo-3-piperidinyl]pyridine-2-carboxamide O=C1NC(CC[C@@H]1NC(=O)C1=NC=CC=C1)=O